N-(3-(Hydroxymethyl)-2-oxopyrrolidin-3-yl)-2-methyl-5-((1-methyl-1H-pyrazol-5-yl)methoxy)benzofuran-3-carboxamide OCC1(C(NCC1)=O)NC(=O)C1=C(OC2=C1C=C(C=C2)OCC2=CC=NN2C)C